C=1(C(=CC=CC1O)C=O)C ortho-cresolformaldehyde